(5-(PHENYL)-PYRIDIN-3-YL)METHANONE C1(=CC=CC=C1)C=1C=C(C=NC1)C=O